acetylpropionylmorphine CCC(=O)OC1C=CC2C3CC4=C5C2(C1OC5=C(C=C4)OC(=O)C)CCN3C